FC(COCCNCCCCC1=CC=C2CCCN(C2=N1)C(=O)OC(C)(C)C)F tert-butyl 7-(4-((2-(2,2-difluoroethoxy)ethyl)amino)butyl)-3,4-dihydro-1,8-naphthyridine-1(2H)-carboxylate